FC(C(=O)O)(F)F.ClC=1C=C(C#N)C=C(C1)C(C)(C)C1=CC=C(C=C1)OCC1=NC(=NC=C1)N1CCN(CC1)C1CN(C1)CN1CCNCC1 3-chloro-5-(2-(4-((2-(4-(1-(piperazin-4-ylmethyl)azetidin-3-yl)piperazin-1-yl)pyrimidin-4-yl)methoxy)phenyl)propan-2-yl)benzonitrile trifluoroacetate